C(CCCCCCCCCC(=O)OCC)(=O)OCC diethyl 1,11-undecanedioate